C(#N)C1=CC(=C(C=C1F)NS(=O)(=O)C1=CNC=C1C1=CC(=CC=C1)F)F N-(4-cyano-2,5-difluorophenyl)-4-(3-fluorophenyl)-1H-pyrrole-3-sulfonamide